methyl-6-bromo-4-methoxy-2-phenylpyrazole CC=1N(N=CC1OC)C1=CC=CC=C1Br